methyl 2-(3-chloro-2-cyclopropylphenyl)acetate ClC=1C(=C(C=CC1)CC(=O)OC)C1CC1